2-(3,4-Dimethoxyphenyl)-3-ethyl-5-(pyrrolidin-2-ylmethyl)-1H-indol COC=1C=C(C=CC1OC)C=1NC2=CC=C(C=C2C1CC)CC1NCCC1